Methyl 5-(((1s,4s)-4-(methoxycarbonyl)cyclohexyl)methyl)-1-methyl-4,5,6,7-tetrahydro-1H-imidazo[4,5-c]pyridine-2-carboxylate COC(=O)C1CCC(CC1)CN1CC2=C(CC1)N(C(=N2)C(=O)OC)C